ClC=1C=C(C=CC1)C1=NN(C(C2=C1OC(=C2)C(=O)OC)=O)CC(=O)N(C)C2=CC1=C(OC(O1)(F)F)C=C2 methyl 7-(3-chlorophenyl)-5-(2-((2,2-difluorobenzo[d][1,3]dioxol-5-yl)(methyl)amino)-2-oxoethyl)-4-oxo-4,5-dihydrofuro[2,3-d]pyridazine-2-carboxylate